FC1=C(C=CC(=C1F)OC)C1=CN=C(N1C)C(=O)NC1=CC(=C(C(=O)O)C=C1)C 4-[[5-(2,3-difluoro-4-methoxyphenyl)-1-methyl-imidazole-2-carbonyl]amino]-2-methylbenzoic acid